C(C)C=1C=C2N(C(=NNC2=O)C(C)C)C1 7-ethyl-4-isopropyl-2H-pyrrolo[1,2-d]-[1,2,4]triazin-1-one